FC1([C@H](CN(CC1)C(C(NC=1N=CN(C1)C(C1=CC=CC=C1)(C1=CC=CC=C1)C1=CC=CC=C1)=O)C)C1=CC=[N+](C=C1)[O-])F 4-((3S)-4,4-difluoro-1-(1-oxo-1-((1-trityl-1H-imidazol-4-yl)amino)propan-2-yl)piperidin-3-yl)pyridine 1-oxide